C(C)(C)(C)NC(C)(C)C di-tert.butyl-amine